N[C@H](C(=O)O)CCP(=O)([O-])C.[Na+] sodium (2S)-2-amino-4-(methyl-phosphinato)butyric acid